ClC=1C=C(C=CC1C(F)(F)F)NC(=O)N1C2CCC1CC=1N=C(N=CC12)C1=CC=CC=C1 (±)-N-(3-chloro-4-(trifluoromethyl)phenyl)-2-phenyl-6,7,8,9-tetrahydro-5H-5,8-epimino-cyclohepta[d]pyrimidine-10-carboxamide